5-((2-amino-3-fluoropyridin-4-yl)methyl)-2-((2-fluoro-4-iodo-5-methylphenyl)amino)-3,4-difluorobenzoic acid methyl ester COC(C1=C(C(=C(C(=C1)CC1=C(C(=NC=C1)N)F)F)F)NC1=C(C=C(C(=C1)C)I)F)=O